2,4,6-triaminomethyl-cyclohexane NCC1CC(CC(C1)CN)CN